ClC=1C(=NC(=NC1)NC1CNCCC1)C1=CN(C2=CC=CC=C12)S(=O)(=O)C1=CC=CC=C1 5-chloro-4-(1-(phenylsulfonyl)-1H-indol-3-yl)-N-(piperidin-3-yl)pyrimidin-2-amine